OCCOC1=CC=C(C=C1)C1(C2=CC=CC=C2C=2C=CC=CC12)C1=CC=C(C=C1)OCCO 9,9-bis[4-(2-hydroxyl-ethoxy)phenyl]fluorene